2-((2S)-2-((((2-(3-chlorobenzyl)cyclopentyl)oxy)carbonyl)amino)-3-cyclohexylpropanamido)-3-(5,5-dimethyl-2-oxopyrrolidin-3-yl)propanoic acid ClC=1C=C(CC2C(CCC2)OC(=O)N[C@H](C(=O)NC(C(=O)O)CC2C(NC(C2)(C)C)=O)CC2CCCCC2)C=CC1